5-((2'-(5-(4-Methylpiperazin-1-yl)isoindolin-2-yl)-[2,4'-bipyrimidin]-4-yl)ethynyl)-1H-indazole CN1CCN(CC1)C=1C=C2CN(CC2=CC1)C1=NC=CC(=N1)C1=NC=CC(=N1)C#CC=1C=C2C=NNC2=CC1